BrCC(=O)C=1C=NN(C1)C 2-bromo-1-(1-methyl-1H-pyrazol-4-yl)ethanone